6-bromo-1-methyloxazolo[5,4-b]pyridin BrC=1C=C2C(=NC1)OCN2C